5-tert-butyl-2,4,6-trinitro-m-xylene C(C)(C)(C)C=1C(=C(C(=C(C1[N+](=O)[O-])C)[N+](=O)[O-])C)[N+](=O)[O-]